(S)-N-(5-(2-(2-aminopyridin-3-yl)-5-(1H-pyrazol-1-yl)-3H-imidazo[4,5-b]pyridin-3-yl)-2,3-dihydro-1H-inden-1-yl)-2-(cyclopent-1-ene-1-carboxamido)benzamide NC1=NC=CC=C1C1=NC=2C(=NC(=CC2)N2N=CC=C2)N1C=1C=C2CC[C@@H](C2=CC1)NC(C1=C(C=CC=C1)NC(=O)C1=CCCC1)=O